4-Vinylbenzylphosphonic acid diethyl ester C(C)OP(OCC)(=O)CC1=CC=C(C=C1)C=C